(R)-1-(4-methoxyphenyl)-ethylamine COC1=CC=C(C=C1)[C@@H](C)N